tert-Butyl N-[5-[[2-[(2R,5R)-4,4-difluoro-2-(1H-indazol-5-yl)-5-methyl-1-piperidyl]-2-oxo-acetyl] amino]-3-ethyl-2-pyridyl]carbamate FC1(C[C@@H](N(C[C@H]1C)C(C(=O)NC=1C=C(C(=NC1)NC(OC(C)(C)C)=O)CC)=O)C=1C=C2C=NNC2=CC1)F